O[C@H]1[C@@H](OC([C@H]1O)(CO)CO)N1C=2N=C(NC(C2N=C1)=O)C(C(=O)N)(C)C [9-[(2r,3r,4s)-3,4-dihydroxy-5,5-bis(hydroxymethyl)tetrahydrofuran-2-yl]-6-oxo-1H-purin-2-yl]-2-methyl-propionamide